Cl.FC(C1=C(C=CC(=C1)C(F)(F)F)C(C)N1N=CC(=C1C)N)(F)F 1-(1-(2,4-bis(trifluoromethyl)phenyl)ethyl)-5-methyl-1H-pyrazol-4-amine hydrochloride